tert-butyl 2-(hydroxymethyl)-1H-indole-1-carboxylate OCC=1N(C2=CC=CC=C2C1)C(=O)OC(C)(C)C